2-(4-(2-(1H-Imidazol-1-yl)ethoxy)phenyl)-N-(4-methyl-3-(1H-1,2,4-triazol-5-yl)thiophen-2-yl)acetamide N1(C=NC=C1)CCOC1=CC=C(C=C1)CC(=O)NC=1SC=C(C1C1=NC=NN1)C